C1(CC1)OC1=C(N)C=C(C(=C1)C1CCN(CC1)C(COC)(C)C)C 2-cyclopropyloxy-4-(1-(1-methoxy-2-methylpropan-2-yl)-piperidin-4-yl)-5-methyl-aniline